COC=1C=C(C=CC1OC)[C@H]([C@@H](C(C)=O)C)OC(C1=CC(=C(C=C1)OC)OC)=O |o1:10,11| rel-(1s,2s)-1-(3,4-dimethoxyphenyl)-2-methyl-3-oxobutyl-3,4-dimethoxybenzoate